C(CC)[SiH2]OCC(OC1=CC=CC=C1)OC1=CC=CC=C1 propyl-diphenoxyethoxysilane